(2R)-2-phenylpropan-1-amine C1(=CC=CC=C1)[C@H](CN)C